O=C1C2=C(C=NN1)N(CCC2)CCOCCC(=O)O 3-(2-(5-oxo-3,4,5,6-tetrahydropyrido[2,3-d]pyridazin-1(2H)-yl)ethoxy)propionic acid